tert-butyl 2-[(6-aminoindol-1-yl)methyl]prop-2-enoate NC1=CC=C2C=CN(C2=C1)CC(C(=O)OC(C)(C)C)=C